7-bromo-6-methylthiazolo[5,4-c]pyridin-2-amine BrC=1C2=C(C=NC1C)SC(=N2)N